2-chloro-N-(2,2-dimethoxyethyl)-5-methoxy-benzamide ClC1=C(C(=O)NCC(OC)OC)C=C(C=C1)OC